Ammonium Dineopentyl Sulfosuccinate S(=O)(=O)(O)C(C(=O)OCC(C)(C)C)CC(=O)OCC(C)(C)C.[NH4+]